(S)-N-(5-chloro-6-((R)-2,2-difluoro-1-hydroxyethyl)pyridin-3-yl)-2'-fluoro-6',7'-dihydrospiro[cyclobutane-1,8'-cyclopenta[e]pyrazolo[1,5-a]pyrimidine]-6'-carboxamide ClC=1C=C(C=NC1[C@H](C(F)F)O)NC(=O)[C@H]1CC2(C3=C1C=NC=1N3N=C(C1)F)CCC2